4-(8-(tert-Butoxycarbonyl)-3,8-diazabicyclo[3.2.1]oct-3-yl)-2-((1-(hydroxymethyl)cyclopropyl)methoxy)-5,7-dihydro-6H-pyrrolo[3,4-d]pyrimidine-6-carboxylic acid benzyl ester C(C1=CC=CC=C1)OC(=O)N1CC=2N=C(N=C(C2C1)N1CC2CCC(C1)N2C(=O)OC(C)(C)C)OCC2(CC2)CO